[Si](C)(C)(C(C)(C)C)O[C@H]1[C@@H](CCCC1)N1C2=C(OCC1)C=C(N=N2)C2=C(C=C(C=C2C)C)O 2-[8-[(1R,2R)-2-[tert-butyl(dimethyl)silyl]oxycyclohexyl]-6,7-dihydropyridazino[4,3-b][1,4]oxazin-3-yl]-3,5-dimethyl-phenol